4-[(4-{[2-(benzylamino)ethyl]amino}butyl)amino]-5-chloro-2-fluoro-N-1,3-thiazol-2-ylbenzenesulfonamide C(C1=CC=CC=C1)NCCNCCCCNC1=CC(=C(C=C1Cl)S(=O)(=O)NC=1SC=CN1)F